3-(2-(4-acetamido-3,3-dimethylpiperidin-1-yl)-1,1-difluoro-2-oxoethyl)-4-fluoro-N-(4-fluoro-3-methylphenyl)benzamide C(C)(=O)NC1C(CN(CC1)C(C(F)(F)C=1C=C(C(=O)NC2=CC(=C(C=C2)F)C)C=CC1F)=O)(C)C